N-[(1R,2R)-2-(2-Hydroxyethoxy)-2,3-dihydro-1H-inden-1-yl]-4-{1H-pyrrolo[2,3-b]pyridin-4-yl}benzamide OCCO[C@H]1[C@@H](C2=CC=CC=C2C1)NC(C1=CC=C(C=C1)C1=C2C(=NC=C1)NC=C2)=O